BrCC1=CC=C(C=C1)OC(F)(F)F 1-(bromomethyl)-4-(trifluoromethoxy)benzene